C[NH+](CCCS(=O)(=O)[O-])CC[N+](CCCS(=O)(=O)[O-])(C)C 4,7,7-trimethyl-4,7-diazadecane-4,7-diium-1,10-disulfonate